FC([C@@H](C1=CC=C(C=C1)F)N1N=CC(=C1)C1=NC(=NC=C1)C=1C=C(C=2N(C1)N=C(N2)N2C(=CC=C2C)C)F)(C)F (R)-6-(4-(1-(2,2-difluoro-1-(4-fluorophenyl)propyl)-1H-pyrazol-4-yl)pyrimidin-2-yl)-2-(2,5-dimethyl-1H-pyrrol-1-yl)-8-fluoro-[1,2,4]triazolo-[1,5-a]pyridine